1-but-3-enyloxy-2,3-difluoro-4-[4-(4-methylcyclohexyl)cyclohexyl]benzene C(CC=C)OC1=C(C(=C(C=C1)C1CCC(CC1)C1CCC(CC1)C)F)F